C(C1=CC=CC=C1)N1C=NC=2C1=NC(=CC2)N2CCN(CC2)CC2=NC1=C(N2C[C@H]2OCC2)C=C(C=C1)C(=O)O (S)-2-((4-(3-benzyl-3H-imidazo[4,5-b]pyridin-5-yl)piperazin-1-yl)methyl)-1-(oxetan-2-ylmethyl)-1H-benzo[d]imidazole-6-carboxylic acid